2-(difluoromethyl)cyclopropane-1-carboxamide FC(C1C(C1)C(=O)N)F